2-(7-((S)-2-acetoxypropyl)-2-amino-8-oxo-7,8-dihydro-9H-purin-9-yl)-4-fluorotetrahydrofuran-3-yl acetate C(C)(=O)OC1C(OCC1F)N1C2=NC(=NC=C2N(C1=O)C[C@H](C)OC(C)=O)N